C(C)(C)(C)OC(=O)N1C(CCC1)C1=CC(=C(C=C1)C=1N=C2SC3=C(N2C1)C=CC(=C3)C(=O)O)F 2-(4-(1-(tert-butoxycarbonyl)pyrrolidin-2-yl)-2-fluorophenyl)benzo[d]imidazo[2,1-b]thiazole-7-carboxylic acid